2,5-Dimethyl-3-(3-(1,2,3,4-tetrahydroisoquinoline-2-carbonyl)phenyl)-5,6-dihydro-2H-2,6-methanobenzo[g][1,3,5]oxadiazocin-4(3H)-one CC12OC3=C(C(N(C(N1C1=CC(=CC=C1)C(=O)N1CC4=CC=CC=C4CC1)=O)C)C2)C=CC=C3